1,2-difluoro-4-nitro-benzene FC1=C(C=C(C=C1)[N+](=O)[O-])F